1,1a,2,7b-tetrahydro-cyclopropa[c]benzopyran-4-carboxylic acid C1C2COC3=C(C21)C=CC=C3C(=O)O